N4-[2-(6-methyl-2-pyridyl)pyrimidin-4-yl]-N2-[4-(piperazin-1-ylmethyl)thiazol-2-yl]pyrimidine-2,4-diamine CC1=CC=CC(=N1)C1=NC=CC(=N1)NC1=NC(=NC=C1)NC=1SC=C(N1)CN1CCNCC1